CC1=CC=C(C=N1)CC(=O)NC=1N=NN(C1)CCCCN1N=NC(=C1)C(=O)NCC1=CC(=CC=C1)OC(F)(F)F 1-(4-{4-[2-(6-methylpyridin-3-yl)acetamido]-1H-1,2,3-triazol-1-yl}butyl)-N-{[3-(trifluoromethoxy)phenyl]methyl}-1H-1,2,3-triazole-4-carboxamide